COCC(=O)[O-].[Na+] The molecule is an organic sodium salt comprising equal numbers of sodium and methoxyacetate ions. It has a role as an apoptosis inducer, a mutagen, an antineoplastic agent and a human xenobiotic metabolite. It contains a methoxyacetate.